2-n-propyl-1-n-heptanol C(CC)C(CO)CCCCC